2-(4-bromobenzyl)-4,4,5,5-tetramethyl-1,3,2-dioxaborolane BrC1=CC=C(CB2OC(C(O2)(C)C)(C)C)C=C1